methyl 9-acetoxy-8-(bicyclo[3.2.1]oct-2-en-3-yl)-6,7-dihydro-5H-benzo[7]annulene-3-carboxylate C(C)(=O)OC1=C(CCCC2=C1C=CC(=C2)C(=O)OC)C2=CC1CCC(C2)C1